C(C)(C)(C)OC(=O)N1CCC(CC1)=C(C1=NC=CC=C1)C1=CC(=C(C=C1)OC)OC.C(C)C1=C(C=C(CN2C[C@H](NCC2)C2=C(C=CC=C2)C(C)C)C=C1)OC (R)-1-(4-ethyl-3-methoxybenzyl)-3-(2-isopropylphenyl)piperazine tert-Butyl-4-[(3,4-dimethoxyphenyl)-(2-pyridyl)methylene]piperidine-1-carboxylate